1-(8-bromopyrido[2,3-e][1,2,4]triazolo[4,3-a]pyrazin-4-yl)-N-methylazetidin-3-amine methyl-sulfate salt monohydrate O.COS(=O)(=O)O.BrC1=CC2=C(N=C(C=3N2C=NN3)N3CC(C3)NC)N=C1